FC1=C(OC2=C(N=C(S2)C(=O)O)C)C=CC(=C1)N1N=CN(C1=O)CC1=C(C=CC=C1)F (2-fluoro-4-(4-(2-fluorobenzyl)-5-oxo-4,5-dihydro-1H-1,2,4-triazol-1-yl)phenoxy)-4-methylthiazole-2-carboxylic acid